C(C=CCC)(=O)O 15E-pentaenoic acid